ClC=1C=C(C=CC1F)NC1=NC=NC2=CC(=C(C=C12)NC(C=CCN1CCOCC1)=O)OCC1CC1 4-[(3-chloro-4-fluorophenyl)amino]-6-{[4-(morpholin-4-yl)-1-oxo-2-buten-1-yl]amino}-7-cyclopropylmethoxy-quinazoline